6-amino-N-[2-({α-D-mannopyranosyl-(1-3)-[α-D-mannopyranosyl-(1-6)]-α-D-mannopyranosyl}oxy)ethyl]hexanamide NCCCCCC(=O)NCCO[C@@H]1[C@@H](O)[C@@H](O[C@@H]2[C@@H](O)[C@@H](O)[C@H](O)[C@H](O2)CO)[C@H](O)[C@H](O1)CO[C@@H]1[C@@H](O)[C@@H](O)[C@H](O)[C@H](O1)CO